COC1=CC=C(C=C1)CC1=NC2=CC=CC=C2C(=C1)N [(4-methoxyphenyl)methyl]quinolin-4-amine